FC1=C(C=C(C=C1)N1N=CC2=CC(=CC=C12)C1=CC=C(N)C=C1)OCOC 4-(1-(4-fluoro-3-(methoxymethoxy)phenyl)-1H-indazol-5-yl)aniline